1,4-Dihydroquinoline N1C=CCC2=CC=CC=C12